BrC1=CC=C(S1)C=1N(C(C2=C(N(C(C21)=O)CC(CCCCCCCCCC)CCCCCCCC)C=2SC(=CC2)Br)=O)CC(CCCCCCCCCC)CCCCCCCC 3,6-bis-(5-bromothien-2-yl)-2,5-bis-(2-octyl-1-dodecyl)pyrrolo[3,4-c]Pyrrole-1,4-dione